2'-O,4'-C-methylene guanosine-3'-phosphate P(=O)(O)(O)O[C@H]1[C@@H]2[C@@H](O[C@@]1(CO)CO2)N2C=NC=1C(=O)NC(N)=NC21